3,5-dimethyl-2-pyrrolidone CC1C(NC(C1)C)=O